dimethylcyclohex-3-ene CC1=C(CCCC1)C